barium(II) nitrate [N+](=O)([O-])[O-].[Ba+2].[N+](=O)([O-])[O-]